CC1C(C1)C(=O)O ls-2-Methylcyclopropanecarboxylic acid